Cl.CN(C)CC1CNCCC1(O)C1=CC(=CC=C1)OC 3-((dimethylamino)methyl)-4-(3-methoxyphenyl)piperidin-4-ol hydrochloride